[Si](C)(C)(C(C)(C)C)OC1CCN(CC1)C1=C(N[C@H](C)C=2C=C(C=C3C(N(C(=NC23)C2CCOCC2)C)=O)C)C=CC=C1 8-[(1R)-1-[2-[4-[tert-butyl(dimethyl)silyl]oxy-1-piperidyl]anilino]ethyl]-3,6-dimethyl-2-tetrahydropyran-4-yl-quinazolin-4-one